(S)-3-((1-hydroxy-3-(octadecyloxy)propan-2-yl)amino)benzonitrile OC[C@@H](COCCCCCCCCCCCCCCCCCC)NC=1C=C(C#N)C=CC1